2-(2,6-dioxopiperidin-3-yl)-4-(((3-methyl-2-oxa-8-azaspiro[4.5]decan-4-yl)amino)methyl)isoindoline-1,3-dione O=C1NC(CCC1N1C(C2=CC=CC(=C2C1=O)CNC1C(OCC12CCNCC2)C)=O)=O